ethyl 2-(((S)-3-(5-chloro-2-fluorophenyl)-3-(4-isopropylpiperazin-1-yl)propyl)-(methyl)amino)-2-(3-methyl-2-((1r,4S)-4-(2,2,2-trifluoroethoxy) cyclohexyl)phenyl)acetate ClC=1C=CC(=C(C1)[C@H](CCN(C(C(=O)OCC)C1=C(C(=CC=C1)C)C1CCC(CC1)OCC(F)(F)F)C)N1CCN(CC1)C(C)C)F